N-(2,4-xylenesulfonyl)-alanine C=1(C(=CC(=CC1)C)C)S(=O)(=O)N[C@@H](C)C(=O)O